(1H-indol-3-yl)-2-oxo-1-(thiophen-3-ylmethyl)-2,3-dihydro-1H-thieno[2,3-b][1,4]thiazine-6-carboxamide N1C=C(C2=CC=CC=C12)C1C(N(C2=C(S1)SC(=C2)C(=O)N)CC2=CSC=C2)=O